NC[C@](C(=O)NC=1C=C2C=CN=CC2=CC1)([2H])C1=CC=C(C=C1)CO (S)-3-amino-2-(4-(hydroxymethyl)phenyl)-N-(isoquinolin-6-yl)-propanamide-2-d